C(C)C(C(=O)[O-])C(C)=O.C(C)C(C(=O)[O-])C(C)=O.C(C)C(C(=O)[O-])C(C)=O.[Al+3] aluminum tris(ethyl-acetyl acetate)